ClC1=C(SC=C1)C(=O)N1CCC2(C(N3[C@H](O2)CC[C@H]3C3=CC(=CC(=C3)F)F)=O)CC1 (5'S,7a'R)-1-(3-chloro-thiophene-2-carbonyl)-5'-(3,5-difluorophenyl)tetra-hydro-3'H-spiro[piperidine-4,2'-pyrrolo[2,1-b]oxazol]-3'-one